8-fluoro-4-(8-fluoro-3-quinolinyl)-2,2-dimethyl-1H-quinazoline FC=1C=CC=C2C(=NC(NC12)(C)C)C=1C=NC2=C(C=CC=C2C1)F